tert-butyl (2S)-4-(7-bromo-2'-((1-(morpholinomethyl)cyclopropyl)methoxy)-2,3,5',8'-tetrahydrospiro[indene-1,7'-pyrano[4,3-d]pyrimidin]-4'-yl)-2-(cyanomethyl)piperazine-1-carboxylate BrC=1C=CC=C2CCC3(CC=4N=C(N=C(C4CO3)N3C[C@@H](N(CC3)C(=O)OC(C)(C)C)CC#N)OCC3(CC3)CN3CCOCC3)C12